N-phenyl-N-ethanesulfonyl-trifluoroacetamide C1(=CC=CC=C1)N(C(C(F)(F)F)=O)S(=O)(=O)CC